8-acetyl-2-ethylsulfanyl-3-methyl-6-(trifluoromethyl)benzopyran-4-one C(C)(=O)C1=CC(=CC=2C(C(=C(OC21)SCC)C)=O)C(F)(F)F